C1=CC=CC=2C=CC=3N(C=4C=CC=CC4SC3C21)C2=CC=C(N)C=C2 4-(7H-benzo[c]phenothiazin-7-yl)aniline